Ethyl 4-(2-((4,6-dimethylpyrimidin-2-yl)thio)acetamido)-2-hydroxybenzoate CC1=NC(=NC(=C1)C)SCC(=O)NC1=CC(=C(C(=O)OCC)C=C1)O